4-[3-hydroxy-6-(4-methyl-naphthalen-1-yl)-pyridin-2-yl]-4-oxo-butyric acid ethyl ester C(C)OC(CCC(=O)C1=NC(=CC=C1O)C1=CC=C(C2=CC=CC=C12)C)=O